4-{(S)-2-[(S)-2-(methoxycarbonylamino)-3-phenylpropanamido]-2-(4-ethylthiazol-2-yl)ethyl}phenylsulfamic acid COC(=O)N[C@H](C(=O)N[C@@H](CC1=CC=C(C=C1)NS(O)(=O)=O)C=1SC=C(N1)CC)CC1=CC=CC=C1